2-(2,6-Dioxopiperidin-3-yl)-5-(2-((1'-(5-methoxy-2-(1-methyl-1H-pyrazol-4-yl)-4-nitrophenyl)-[1,4'-bipiperidin]-4-yl)methyl)-2,9-diazaspiro[5.5]undec-9-yl)isoindoline-1,3-dione O=C1NC(CCC1N1C(C2=CC=C(C=C2C1=O)N1CCC2(CCCN(C2)CC2CCN(CC2)C2CCN(CC2)C2=C(C=C(C(=C2)OC)[N+](=O)[O-])C=2C=NN(C2)C)CC1)=O)=O